copper-zinc malonate C(CC(=O)[O-])(=O)[O-].[Zn+2].[Cu+2].C(CC(=O)[O-])(=O)[O-]